hydroxy-7-(4-dimethylaminobenzoyl)-aminoheptanamide OC(C(=O)N)(CCCCCC(C1=CC=C(C=C1)N(C)C)=O)N